methyl 6-(benzylsulfanyl)-2,2-diphenyl-2H-1,3-benzodioxole-5-carboxylate C(C1=CC=CC=C1)SC=1C(=CC2=C(OC(O2)(C2=CC=CC=C2)C2=CC=CC=C2)C1)C(=O)OC